(S)-2-(6-(3-methyl-1H-pyrrolo[2,3-b]pyridin-5-yl)-1,2,3,4-tetrahydroisoquinolin-8-yl)pyrrolidine-1-carboxylic acid tert-butyl ester C(C)(C)(C)OC(=O)N1[C@@H](CCC1)C=1C=C(C=C2CCNCC12)C=1C=C2C(=NC1)NC=C2C